C(#N)C1=CC(=C(C(=O)OC)C=C1)OC Methyl 4-cyano-2-methoxybenzoate